5-iodouridine 5'-triphosphate P(O)(=O)(OP(=O)(O)OP(=O)(O)O)OC[C@@H]1[C@H]([C@H]([C@@H](O1)N1C(=O)NC(=O)C(=C1)I)O)O